(R)-N-(1-cyclopropylethyl)-5-(pyrazolo[1,5-a]pyridin-5-yl)-7H-pyrrolo[2,3-d]pyrimidin-2-amine C1(CC1)[C@@H](C)NC=1N=CC2=C(N1)NC=C2C2=CC=1N(C=C2)N=CC1